(hydroxymethyl)-methane OCC